CCOCCOCCOCCOCCOCCOCCC(=O)N 3,6,9,12,15,18-hexaoxahenicosan-21-amide